ethyl 2-(5-(3-(4-([1,1'-biphenyl]-4-carbonyl)-2-propylphenoxy)propoxy)-1H-indazol-1-yl)-2-ethoxyacetate C1(=CC=C(C=C1)C(=O)C1=CC(=C(OCCCOC=2C=C3C=NN(C3=CC2)C(C(=O)OCC)OCC)C=C1)CCC)C1=CC=CC=C1